2-hydroxy-5-(trifluoromethyl)isonicotinonitrile OC=1C=C(C#N)C(=CN1)C(F)(F)F